CSOCC12CC(C1)C2 (((methylsulfanyl)oxy)methyl)bicyclo(1.1.1)pentane